tert-Butyl 3-(1-((4-chlorophenyl)sulfonyl)-3-(2-cyanothiophen-3-yl)-5-hydroxy-2-(thiophen-2-yl)-1H-indol-6-yl)propanoate ClC1=CC=C(C=C1)S(=O)(=O)N1C(=C(C2=CC(=C(C=C12)CCC(=O)OC(C)(C)C)O)C1=C(SC=C1)C#N)C=1SC=CC1